inden-2-yl 2-methoxyethane-1-yl-2-propyn-1-yl phosphate P(=O)(OC=1CC2=CC=CC=C2C1)(OC(C#C)CCOC)[O-]